7-((3R,4S)-4-methoxytetrahydrofuran-3-yl)-2-(methylthio)-7H-pyrrolo[2,3-d]pyrimidine-6-carboxamide CO[C@H]1[C@@H](COC1)N1C(=CC2=C1N=C(N=C2)SC)C(=O)N